8-ethyl-7-fluoroisoquinolin-3(2H)-one C(C)C1=C(C=CC2=CC(NC=C12)=O)F